3-chloro-4-(cyclopropoxy)-2-fluoro-aniline ClC=1C(=C(N)C=CC1OC1CC1)F